tert-butyl 2-(diethoxyphosphoryl)-3-(3-(4-(3,3,3-trifluoropropyl)phenyl)-1,2,4-oxadiazol-5-yl)propanoate C(C)OP(=O)(OCC)C(C(=O)OC(C)(C)C)CC1=NC(=NO1)C1=CC=C(C=C1)CCC(F)(F)F